C[Si](O[SiH](O[Si](C)(C)O[Si](C)(C)C)O[Si](C)(C)C)(C)C bis(trimethylsilyloxy)[(trimethylsiloxy)dimethylsiloxy]silane